2,3-dihydro-benzo[1,4]dioxine-6-carboxylic acid [2-(2-oxa-5-aza-spiro[3.4]oct-5-yl)-benzooxazol-5-yl]-amide C1OCC12N(CCC2)C=2OC1=C(N2)C=C(C=C1)NC(=O)C1=CC2=C(OCCO2)C=C1